3-[(3-chlorophenyl)amino]-2-[2-methoxypyrido[3,2-d]pyrimidin-8-yl]-1H,5H,6H,7H-pyrrolo[3,2-c]pyridin-4-one ClC=1C=C(C=CC1)NC1=C(NC2=C1C(NCC2)=O)C2=CC=NC1=C2N=C(N=C1)OC